N1(C=NC=C1)C=1C=C2CCC(NC2=CC1)=O 6-imidazol-1-yl-3,4-dihydro-1H-quinolin-2-one